2-(t-butylcarbamoyl)-5-(2-(trimethoxysilyl)ethyl)cyclohexanecarboxylic acid C(C)(C)(C)NC(=O)C1C(CC(CC1)CC[Si](OC)(OC)OC)C(=O)O